3-(4-Bromo-1-carbonylisoindolin-2-yl)piperidine-2,6-dione BrC1=C2CN(C(C2=CC=C1)=C=O)C1C(NC(CC1)=O)=O